3-((4,5-dimethylisoxazol-3-yl)ethynyl)-N-(3-hydroxy-1-oxoisoindolin-4-yl)benzenesulfonamide CC=1C(=NOC1C)C#CC=1C=C(C=CC1)S(=O)(=O)NC1=C2C(NC(C2=CC=C1)=O)O